4-chlorobenzenephthalic acid monosodium salt [Na+].ClC1=CC=C(C=C1)C=1C=CC=C(C1C(=O)[O-])C(=O)O